CC1=NOC2=NC(=NC(=C21)N2CC1=C(CC2)N(N=C1C)CC12CCC(CC1)(CC2)N2CCOCC2)C 3,6-dimethyl-4-(3-methyl-1-((4-morpholinobicyclo[2.2.2]octan-1-yl)methyl)-6,7-dihydro-1H-pyrazolo[4,3-c]pyridin-5(4H)-yl)isoxazolo[5,4-d]pyrimidine